C1(=CC=CC=C1)SC1=C(C=CC=C1C(=C)C)C(=C)C 2-phenylsulfanyl-1,3-diisopropenylbenzene